Methyl 2-chloro-5-(N-methyl-3-(4-(methylcarbamoyl)phenyl)pyrazolo[1,5-c]pyrimidine-5-carboxamido)benzoate Ethyl-pyrazolo[1,5-c]pyrimidine-5-carboxylate C(C)OC(=O)C1=CC=2N(C=N1)N=CC2.ClC2=C(C(=O)OC)C=C(C=C2)N(C(=O)C2=CC=1N(C=N2)N=CC1C1=CC=C(C=C1)C(NC)=O)C